(4-(2-(2,6-dimethylpyridin-4-yl)-3-isopropyl-1H-indol-5-yl)piperidin-1-yl)(tetrahydrofuran-3-yl)methanone CC1=NC(=CC(=C1)C=1NC2=CC=C(C=C2C1C(C)C)C1CCN(CC1)C(=O)C1COCC1)C